The molecule is an L-alpha-amino acid zwitterion resulting from the transfer of a proton from the carboxy group to the alpha-amino group of 5-chloro-L-tryptophan. It is a tautomer of a 5-chloro-L-tryptophan. C1=CC2=C(C=C1Cl)C(=CN2)C[C@@H](C(=O)[O-])[NH3+]